2-methyl-N-(3-(4-(2-oxo-1,2-dihydroquinolin-6-yl)phenyl)propyl)thiazole-5-carboxamide CC=1SC(=CN1)C(=O)NCCCC1=CC=C(C=C1)C=1C=C2C=CC(NC2=CC1)=O